OC1=C(C=C(C=C1)NC(C1=CC=C(C=C1)CCC1=CC=C(C=C1)C(F)(F)F)=O)S(=O)(=O)C N-(4-hydroxy-3-(methylsulfonyl)phenyl)-4-(4-(trifluoromethyl)phenethyl)benzamide